C(C)N1C(=NC=2C1=NC(=CC2N2CCOCC2)N2N=C(C=C2COC)C=2C=C(C=CC2)C)CCCOC 4-(3-ethyl-5-(5-(methoxymethyl)-3-(m-tolyl)-1H-pyrazol-1-yl)-2-(3-methoxypropyl)-3H-imidazo[4,5-b]pyridin-7-yl)morpholine